BrC1=C(C=C(C(=C1)[N+](=O)[O-])OC1CCC1)F 1-bromo-4-cyclobutoxy-2-fluoro-5-nitrobenzene